COC(=O)C1=CC2=CC=C(C=C2C=C1)C1=CC(=CC=C1)OC1CCC1 6-(3-Cyclobutoxy-phenyl)-naphthalene-2-carboxylic acid methyl ester